C1(CC1)C=1NC(=NN1)C1CC2(CN(C2)C(=O)N2CC(C2)C=2C=NC(=CC2)N2CCC3(COC3)C2)C1 [6-(5-cyclopropyl-4H-1,2,4-triazol-3-yl)-2-azaspiro[3.3]heptan-2-yl]-[3-[6-(2-oxa-7-azaspiro[3.4]octan-7-yl)-3-pyridyl]azetidin-1-yl]methanone